CC1(CCNCC1)N 4-methyl-piperidin-4-amine